(3R)-1-[(propan-2-yl)carbamoyl]-5',6'-dihydrospiro[pyrrolidine-3,4'-pyrrolo[1,2-b]pyrazol]-2'-yl trifluoromethanesulfonate FC(S(=O)(=O)OC=1C=C2N(N1)CC[C@]21CN(CC1)C(NC(C)C)=O)(F)F